Cl.ClC=1C=C(C=CC1)NCC(C#N)NC1=CN=CC2=CC=CC=C12 3-((3-chlorophenyl)amino)-2-(isoquinolin-4-ylamino)propanenitrile hydrochloride